8,9-Difluoro-5-((1-methylpyrrolidin-2-yl)methoxy)-2-(piperazin-1-yl)pyrimido[5,4-c]quinoline FC=1C(=CC=2C3=C(C(=NC2C1)OCC1N(CCC1)C)C=NC(=N3)N3CCNCC3)F